C(CCCCCCCCCCCCCCCCC)(=O)O.C(CCCCCCCCCCCCCCCCC)(=O)O stearic acid (octadecanoate)